N-Acetyl-4-(2-hydroxypropoxy)amphetamine C(C)(=O)NC(C)CC1=CC=C(C=C1)OCC(C)O